ClC=1C=C(C=CC1)C1=CN(C2=CC=C(C=C12)NS(=O)(=O)C1=CC=C(C(=O)NO)C=C1)C 4-(N-(3-(3-chlorophenyl)-1-methyl-1H-indol-5-yl)sulfamoyl)-N-hydroxybenzamide